2-{[4-(4-ethylpiperazin-1-yl)phenyl]amino}-8-phenyl-5-[2-(triisopropylsilyl)ethynyl]pyrido[2,3-d]pyrimidin-7-one C(C)N1CCN(CC1)C1=CC=C(C=C1)NC=1N=CC2=C(N1)N(C(C=C2C#C[Si](C(C)C)(C(C)C)C(C)C)=O)C2=CC=CC=C2